COC=1C=C(CN(C=2OC=C(N2)COCCN2CCOCC2)CC2=CC=C(C=C2)N2CCCC2)C=CC1 N-(3-methoxybenzyl)-4-((2-morpholinoethoxy)methyl)-N-(4-(pyrrolidin-1-yl)benzyl)oxazol-2-amine